(R)-1-(5-(6-chloro-3-(1H-imidazol-1-yl)-5-methoxy-1-methyl-1H-pyrrolo[3,2-b]pyridin-2-yl)-1H-1,2,4-triazol-3-yl)-2,2-difluoroethan-1-ol ClC=1C=C2C(=NC1OC)C(=C(N2C)C2=NC(=NN2)[C@H](C(F)F)O)N2C=NC=C2